tert-Butyl (10-((2S,3S)-1-methyl-5-oxo-2-(pyridin-3-yl)pyrrolidine-3-carboxamido)decyl)carbamate CN1[C@@H]([C@H](CC1=O)C(=O)NCCCCCCCCCCNC(OC(C)(C)C)=O)C=1C=NC=CC1